C(=O)OOC1(C(C1)C(C)(C)C)C t-butyl-1-methylcyclopropyl peroxycarboxylate